N(=[N+]=[N-])CCCCN(O)C N-(4-azidobutyl)-N-methylhydroxylamine